1,2-distearoyl-sn-glycero-3-phospho-phosphorylcholine C(CCCCCCCCCCCCCCCCC)(=O)OC[C@@H](OC(CCCCCCCCCCCCCCCCC)=O)COP(=O)([O-])P(=O)=C(O)C[N+](C)(C)C